COC([C@H](CC=1N=CNC1)NC(C[C@H]1N(C(CC1)=O)CC1=C(C(=CC=C1)F)F)=O)=O Methyl-(2S)-2-[[2-[(2S)-1-[(2,3-difluorophenyl)methyl]-5-oxopyrrolidin-2-yl]acetyl]amino]-3-(1H-imidazol-4-yl)propionate